tetra-n-butyl-phosphine hydroxide [OH-].C(CCC)P(CCCC)(CCCC)CCCC